NC=1C=2N(C=CN1)C(=NC2C2=CC=C(C(=O)NC1=NC=CC=C1)C=C2)[C@H]2N(CCC2)CCCCCCNC2=C1C(N(C(C1=CC=C2)=O)C2C(NC(CC2)=O)=O)=O 4-(8-amino-3-((2S)-1-(6-((2-(2,6-dioxopiperidin-3-yl)-1,3-dioxoisoindoline-4-yl)amino)hexyl)pyrrolidin-2-yl)imidazo[1,5-a]pyrazin-1-yl)-N-(pyridin-2-yl)benzamide